tert-butyl 2-[6-[2-cyano-3-(cyclobutylsulfonylamino)-6-fluoro-phenoxy]-4-oxo-quinazolin-3-yl]-7-azaspiro[3.5]nonane-7-carboxylate C(#N)C1=C(OC=2C=C3C(N(C=NC3=CC2)C2CC3(C2)CCN(CC3)C(=O)OC(C)(C)C)=O)C(=CC=C1NS(=O)(=O)C1CCC1)F